6'-(4-{2-[3-(pyrimidin-5-yl)phenyl]acetamido}butoxy)-2',3'-dihydrospiro[cyclohexane-1,1'-indene]-4-carboxylic acid methyl ester COC(=O)C1CCC2(CCC3=CC=C(C=C23)OCCCCNC(CC2=CC(=CC=C2)C=2C=NC=NC2)=O)CC1